C(C)(C)(C)OC(=O)[C@H]1N(C(NC1)=O)C(=O)OCC1=CC=CC=C1 (4S)-3-benzyloxycarbonyl-2-oxoimidazoline-4-carboxylic acid tert-butyl ester